7,8-Dichloro-10-hydroxy-1-methyl-3,4,5,6-tetrahydroazepino[4,5-b]indol-2(1H)-one ClC1=C(C=C(C=2C3=C(NC12)CCNC(C3C)=O)O)Cl